N-ethyl-spermine C(C)NCCCNCCCCNCCCN